ClC1=CC=C(C=C1)C=1C=C(C(N(N1)C=1C=NC=CC1)=O)C(=O)NC[C@H](CO)O (+)-6-(4-Chlorophenyl)-N-[(2R)-2,3-dihydroxypropyl]-3-oxo-2-(pyridin-3-yl)-2,3-dihydropyridazine-4-carboxamide